BrC1=C(C(=C(C=C1)I)C)Cl 1-bromo-2-chloro-4-iodo-3-methylbenzene